NCCNC=1C=C2NCCNC2=C2C1C(C=1C=CN=CC1C2=O)=O 6-[(2-aminoethyl)amino]-1,2,3,4-tetrahydro-isoquinolino[6,7-h]quinoxaline-7,12-dione